2-(dimethylamino)ethyl acrylate dimethylsulphate COS(=O)(=O)OC.C(C=C)(=O)OCCN(C)C